(2S,5R)-2-(N-(2-(1,3-oxazinan-2-yl) acetyl) carbamimidoyl)-7-oxo-1,6-diazabicyclo[3.2.1]octan-6-yl hydrogen sulfate S(=O)(=O)(ON1[C@@H]2CC[C@H](N(C1=O)C2)C(NC(CC2OCCCN2)=O)=N)O